1-(5-phenyl-1H-imidazol-2-yl)methanamine C1(=CC=CC=C1)C1=CN=C(N1)CN